C1(CCCCC1)NC(OC1=CC(=CC=C1)C=1C=NC=C(C1)C=1NC=CC1)=O 3-(5-(1H-pyrrol-2-yl)pyridin-3-yl)phenyl cyclohexylcarbamate